benzyl 4-oxo-8-oxa-1-azaspiro[4.5]decane-1-carboxylate O=C1CCN(C12CCOCC2)C(=O)OCC2=CC=CC=C2